4-oxo-2,2,6,6-tetramethyl-piperidine oxygen [O].O=C1CC(NC(C1)(C)C)(C)C